BrC1=NN2C(C=N1)=CC=C2 bromopyrrolo[2,1-f][1,2,4]triazine